2-[[2-(2,4-difluoro-6-methoxy-phenyl)-2-methyl-propanoyl]amino]-4-[[3-fluoro-2-methoxy-propyl]-[4-(5,6,7,8-tetrahydro-1,8-naphthyridin-2-yl)butyl]amino]butanoic acid FC1=C(C(=CC(=C1)F)OC)C(C(=O)NC(C(=O)O)CCN(CCCCC1=NC=2NCCCC2C=C1)CC(CF)OC)(C)C